F[P-](F)(F)(F)(F)F.C(CCCCC)[P+](CCCCCCCCCCCCCC)(CCCCCC)CCCCCC trihexyl-(tetradecyl)phosphorus hexafluorophosphate